3-chloro-2-hydroxypropyl-potassium ClCC(C[K])O